Cl.Cl.C1(CC1)[C@H]1CN(CCN1)C=1N=NC(=CN1)C1=C(C=C(C=C1)C1=CC=C2C(=N1)N(N=N2)C)O 2-{3-[(3S)-3-cyclopropylpiperazin-1-yl]-1,2,4-triazin-6-yl}-5-(3-methyl-3H-[1,2,3]triazolo[4,5-b]pyridin-5-yl)phenol dihydrochloride